C(#N)C1=C(C=C(C=C1)N1C(N(C(C1=O)(C)C)C1=CC(=C(OCCC2CCN(CC2)CC(=O)NC2=CC(=CC=C2)NC2C(NC(CC2)=O)=O)C=C1)CC)=S)C(F)(F)F 2-(4-(2-(4-(3-(4-cyano-3-(trifluoromethyl)phenyl)-5,5-dimethyl-4-oxo-2-thioxoimidazolidin-1-yl)-2-ethylphenoxy)ethyl)piperidin-1-yl)-N-(3-(2,6-dioxopiperidin-3-ylamino)phenyl)acetamide